COC1=NC=CC=C1C1=CC=C2C(C(COC2=C1)(C)C)NC(O[C@@H]1CN2CCC1CC2)=O (S)-quinuclidin-3-yl (7-(2-methoxypyridin-3-yl)-3,3-dimethylchroman-4-yl)carbamate